(2,4-di-tert-butylphenyl-4,4'-biphenyl) diphosphonate P(=O)(O)OP(=O)O.C(C)(C)(C)C1=C(C=CC(=C1)C(C)(C)C)C1=CC=C(C=C1)C1=CC=CC=C1